C(C1=CC=CC=C1)NC=1C(=NC=CC1)N1N=CC(=C1)C(=O)NC1=CC(=CC(=C1)NS(=O)(=O)C)Cl 1-[3-(benzylamino)pyridin-2-yl]-N-(3-chloro-5-methanesulfonamidophenyl)-1H-pyrazole-4-carboxamide